C(C)(C)C=1C=C(C=CC1)C=1C=C2CC(C(C2=CC1)NC(O[C@@H]1CN2CCC1CC2)=O)(C)C (S)-quinuclidin-3-yl (5-(3-isopropylphenyl)-2,2-dimethyl-2,3-dihydro-1H-inden-1-yl)carbamate